4-(6-chloro-8-fluoro-4-(piperazin-1-yl)-2-((tetrahydro-1H-pyrrolizin-7a(5H)-yl)methoxy)quinazolin-7-yl)benzo[d]thiazol-2-amine ClC=1C=C2C(=NC(=NC2=C(C1C1=CC=CC2=C1N=C(S2)N)F)OCC21CCCN1CCC2)N2CCNCC2